(E)-3-((1R,2R)-2-aminocyclohexyl)acrylic acid N[C@H]1[C@H](CCCC1)/C=C/C(=O)O